C(CCCCCCC\C=C/C\C=C/CCCCC)(=O)O.CC(CCO)(C)O 3-methyl-1,3-butanediol monolinoleate